1-(3,5-difluorophenyl)-3-(1-methyl-1H-pyrazol-5-yl)-4,5,6,7-tetrahydro-1H-indol-4-ol FC=1C=C(C=C(C1)F)N1C=C(C=2C(CCCC12)O)C1=CC=NN1C